CP(O[C@@H]1C=C[C@@H](C1)N1C2=NC(=NC(=C2N=C1)OC)N)([O-])[O-] ((1S,4R)-4-(2-amino-6-methoxy-9H-purin-9-yl) cyclopent-2-en-1-yl) methylphosphite